2-methyl-2-bornene CC=1C2(CCC(C1)C2(C)C)C